C(C)(C)(C)OC(NC1=NN(C2=CC(=CC=C12)Br)CC1=CC=C(C=C1)OC)=O.C1(CC2C(CC1)O2)CC[Si](OC)(OC)OC 2-(3,4-epoxycyclohexyl)ethyltrimethoxysilane tert-butyl-N-{6-bromo-1-[(4-methoxyphenyl)methyl]indazol-3-yl}carbamate